FC1=CC=C(C=C1)C1=CC=C(C=C1)/C=C/C(=O)NCC(=O)N1CCN(CC1)C (E)-3-[4-(4-fluorophenyl)phenyl]-N-[2-(4-methylpiperazin-1-yl)-2-oxoethyl]prop-2-enamide